C([O-])(O)=O.C(C)[N+](C)(C)CCOCCOC N-ethyl-N-[2-(2-methoxyethoxy)ethyl]-N,N-dimethyl-ammonium bicarbonate